F[C@@H]1C[C@H](N(C1)C(CC1=NOC(=N1)C(C)C)=O)C(=O)N[C@H](C1=CC=C(C=C1)C(C)C)C1=CC=CC=C1 (2S,4R)-4-fluoro-N-[(S)-phenyl[4-(propan-2-yl)phenyl]methyl]-1-{2-[5-(propan-2-yl)-1,2,4-oxadiazol-3-yl]acetyl}pyrrolidine-2-carboxamide